C(N)(=O)C1(CCN(CC1)C(=O)OC(C)(C)C)CC1=NC=CC=C1 tert-butyl 4-carbamoyl-4-(pyridin-2-ylmethyl)piperidine-1-carboxylate